FC=1C=CC2=C(CCO2)C1CC1=NN=C2N1C(=NC=C2C=2C=1N(C=CC2)C=C(N1)C)N ((5-fluoro-2,3-dihydrobenzofuran-4-yl)methyl)-8-(2-methylimidazo[1,2-a]pyridin-8-yl)-[1,2,4]triazolo[4,3-c]pyrimidin-5-amine